N1=C2C(=CC=C1)[C@@H](CC2)NC=2N=CC=C1C2SC=C1 (R)-N-(6,7-dihydro-5H-cyclopenta[b]pyridin-5-yl)thieno[2,3-c]pyridin-7-amine